2,3'-difucosyl-N-acetyllactosamine C1([C@@H](O)[C@H](O)[C@H](O)[C@@H](O1)C)[C@@]1(C(O)O[C@@H]([C@H]([C@@H]1O)O[C@H]1[C@H](O)[C@@](O)([C@@H](O)[C@H](O1)CO)C1[C@@H](O)[C@H](O)[C@H](O)[C@@H](O1)C)CO)NC(C)=O